FC([C@@H]1[C@H](C1)C(CC(=O)O)=O)F 3-((1S,2S)-2-(difluoromethyl)cyclopropyl)-3-oxopropionic acid